(S)-tert-butyl 1-((R)-1,1-dimethylethylsulfonamido)-1,3-dihydrospiro[indene-2,4'-piperidine]-1'-carboxylate CC(C)(C)S(=O)(=O)N[C@@H]1C2=CC=CC=C2CC12CCN(CC2)C(=O)OC(C)(C)C